2-(5-((E)-((1R,5S)-1,5-dimethyl-9-azabicyclo[3.3.1]nonan-3-ylidene)methyl)-1,3,4-thiadiazol-2-yl)-5-(1H-imidazol-1-yl)phenol C[C@]12CC(C[C@](CCC1)(N2)C)=CC2=NN=C(S2)C2=C(C=C(C=C2)N2C=NC=C2)O